4-benzyl-7-fluoro-1-thioxo-2,4-dihydro-[1,2,4]triazolo[4,3-a]quinazolin-5(1H)-one C(C1=CC=CC=C1)N1C=2N(C3=CC=C(C=C3C1=O)F)C(NN2)=S